CC=1OC(=C(N1)C)N1N=C(C(=C1C)[N+](=O)[O-])OCCCO 3-((1-(2,4-dimethyloxazol-5-yl)-5-methyl-4-nitro-1H-pyrazol-3-yl)oxy)propan-1-ol